(S)-ethyl 8-(2-amino-6-((R)-2,2,2-trifluoro-1-(4-(2-methoxyquinolin-6-yl)phenyl)ethoxy)pyrimidin-4-yl)-2,8-diazaspiro[4.5]decane-3-carboxylate NC1=NC(=CC(=N1)N1CCC2(C[C@H](NC2)C(=O)OCC)CC1)O[C@@H](C(F)(F)F)C1=CC=C(C=C1)C=1C=C2C=CC(=NC2=CC1)OC